C(C1=CC=CC=C1)=C1CC(C1)N(C(OC(C)(C)C)=O)C tert-butyl (3-benzylidenecyclobutyl)(methyl)carbamate